C(C)C1=NC2=CC=C(C(=C2CC1=O)F)CN1CCC(CC1)C=1C=CC(=NC1F)C(=O)NC 5-(1-((2-ethyl-5-fluoro-3-oxo-3,4-dihydroquinolin-6-yl)methyl)piperidin-4-yl)-6-fluoro-N-methylpyridineamide